CC(C#C)(C)N 1,1-dimethyl-2-propynylamine